C(C)(C)[C@]1(O)[C@H](OCC2=CC=C(C=C2)OC)[C@@H](OCC2=CC=CC=C2)[C@@H](OCC2=CC=CC=C2)[C@H](O1)C(O)C(CCC(=O)C)=O Isopropyl-2-O-p-methoxybenzyl-3,4-di-O-benzyl-6-levulinyl-beta-D-galactopyranose